(S)-1-(2-fluoro-6-((3-hydroxyprop-yl)amino)benzyl)-3,4-dimethyl-2-oxo-N-(2,4,6-trifluorobenzyl)-1,2,3,4-tetrahydro-quinazoline-7-carboxamide FC1=C(CN2C(N([C@H](C3=CC=C(C=C23)C(=O)NCC2=C(C=C(C=C2F)F)F)C)C)=O)C(=CC=C1)NCCCO